C(C)(=O)[O-] trans-acetate